FC(C(=O)O)(F)F.FC(C(=O)O)(F)F.C12(CC3CC(CC(C1)C3)C2)NC2CN(CC2)C=2N=NC(=CN2)C2=C(C=C(C=C2)C=2C=NNC2)O 2-(3-{3-[(adamantan-1-yl)amino]pyrrolidin-1-yl}-1,2,4-triazin-6-yl)-5-(1H-pyrazol-4-yl)phenol bistrifluoroacetate